2-(4-(2-((2-hydroxyethyl)(naphthalen-2-ylmethyl)amino)ethyl)benzyl)isoindolin-1-one OCCN(CCC1=CC=C(CN2C(C3=CC=CC=C3C2)=O)C=C1)CC1=CC2=CC=CC=C2C=C1